C(C)C1=CC=C(C=CC(=O)Cl)C=C1 p-ethyl-cinnamic acid chloride